C(C(NC(=O)N)NC(=O)N)(=O)[O-] AllanTate